C\C(=C(/C(=O)O[C@H]1O[C@H]([C@@H]([C@@H]1O)O)N1C(N=C(C=C1)NO)=O)\CC)\C(=O)[O-] ((2R,3S,4R,5R)-3,4-dihydroxy-5-(4-(hydroxyamino)-2-oxopyrimidin-1(2H)-yl) tetrahydrofuran-2-yl) methylethylfumarate